C(C)N1C=2C3=CN=C(C(OCC4=CC(=CC=C4N4N=C(C=C4CC2C=N1)C)F)=C3)N 3-ethyl-16-fluoro-10-methyl-20-oxa-3,4,11,12,23-pentaazapentacyclo[19.3.1.02,6.08,12.013,18]pentacosa-1(24),2(6),4,8,10,13,15,17,21(25),22-decaen-22-amine